3-(3-hydroxybutanoyloxy)butyl 3-hydroxybutanoate OC(CC(=O)OCCC(C)OC(CC(C)O)=O)C